COC1=CC2=C(N(C=N2)CC2=CC=C(S2)C2=NOC(=N2)C(F)(F)F)C=C1 3-[5-[(5-methoxybenzimidazol-1-yl)methyl]-2-thienyl]-5-(trifluoromethyl)-1,2,4-oxadiazole